3-[(1-benzyloxycarbonyl-4-piperidinyl)oxy]cyclobutanecarboxylic acid C(C1=CC=CC=C1)OC(=O)N1CCC(CC1)OC1CC(C1)C(=O)O